2'-chloro-N-(5-(1-ethyl-1H-pyrazole-5-carbonyl)-5,6-dihydro-4H-pyrrolo[3,4-d]thiazol-2-yl)-5'-methoxy-6-methyl-[4,4'-bipyridine]-3-carboxamide ClC1=NC=C(C(=C1)C1=C(C=NC(=C1)C)C(=O)NC=1SC2=C(N1)CN(C2)C(=O)C2=CC=NN2CC)OC